T-butyl (R)-3-(acetyloxymethyl)-4-(3-chloro-4-cyano-5-(trifluoromethyl)pyridin-2-yl)piperazin-1-carboxylate C(C)(=O)OC[C@H]1CN(CCN1C1=NC=C(C(=C1Cl)C#N)C(F)(F)F)C(=O)OC(C)(C)C